C(C)(C)N1C2=NC(=NC(=C2N=C1C)C=1C=NC=NC1)N1CCOCC1 5-(9-Isopropyl-8-methyl-2-morpholino-9H-purin-6-yl)pyrimidin